3-(2-fluorobenzylidene)-5-(4-pyridyl)-N-(4-methylbenzenesulfonyl)-4-piperidone FC1=C(C=C2CN(CC(C2=O)C2=CC=NC=C2)S(=O)(=O)C2=CC=C(C=C2)C)C=CC=C1